4-(3,5-bis(trifluoromethyl)pyridin-2-yl)piperazine-1-carboxylic acid tert-butyl ester C(C)(C)(C)OC(=O)N1CCN(CC1)C1=NC=C(C=C1C(F)(F)F)C(F)(F)F